1-iodo-3-nitrobenzene IC1=CC(=CC=C1)[N+](=O)[O-]